The molecule is an organophosphate oxoanion arising from deprotonation of the phosphate OH groups of D-mannitol. It is a conjugate base of a D-mannitol 1-phosphate. C([C@H]([C@H]([C@@H]([C@@H](COP(=O)([O-])[O-])O)O)O)O)O